N(N)C=1C=C2CCN(CC2=CN1)C(=O)OC(C)(C)C tert-butyl 6-hydrazineyl-3,4-dihydro-2,7-naphthyridine-2(1H)-carboxylate